O1COC2=C1C=CC(=C2)[C@@H]2OC(=C1N2C(CN(C1=O)[C@@H](CO)C)=O)C1=CNC2=CC=CC=C12 (S)-3-(benzo[d][1,3]dioxol-5-yl)-7-((R)-1-hydroxypropan-2-yl)-1-(1H-indol-3-yl)-6,7-dihydro-3H-oxazolo[3,4-a]pyrazine-5,8-dione